2,5-dimethyl-2,5-bis(T-butylperoxy)3-hexyne CC(C)(C#CC(C)(OOC(C)(C)C)C)OOC(C)(C)C